N-[4-(methylsulfonyl)phenyl]sulfonamide CS(=O)(=O)C1=CC=C(C=C1)NS(=O)=O